N1=CC=CC2=C1C(NNC2=O)=O 6,7-dihydropyridino[2,3-d]pyridazin-5,8-dione